Diethylethynylcarbinol C(C)C(O)(C#C)CC